(2R)-1-methylpiperazin CN1CCNCC1